C1(=CC=C(C=C1)N(C1=CC=C(C=C1)C1=CC=C(C=C1)C1=CC=C(C=C1)C1=C2C(=C3N(C4=CC=CC=C4C3=C1)C1=CC=CC=C1)N(C=1C=CC=CC12)C1=CC=CC=C1)C1=CC=CC=C1)C1=CC=CC=C1 5-[4''-(biphenyl-4-yl-phenylamino)-[1,1':4',1'']terphenyl-4-yl]-11,12-diphenylindolo[2,3-a]carbazole